The molecule is an icosanoid anion that is the conjugate base of (12R)-hydroxy-10,11-dihydroleukotriene E4, obtained by deprotonation of the carboxy group; major species at pH 7.3. It is an icosanoid anion and a dicarboxylic acid monoanion. It is a conjugate base of a (12R)-hydroxy-10,11-dihydroleukotriene E4. CCCCC/C=C\\C[C@H](C/C=C/C=C/[C@H]([C@H](CCCC(=O)[O-])O)SC[C@@H](C(=O)[O-])[NH3+])O